4-[3-[2,6-Dichloro-4-(1-methylpyrazol-4-yl)benzoyl]-2,4-dihydro-1,3-benzothiazin-8-yl]-5-fluoro-2-morpholin-4-ylbenzoic acid ClC1=C(C(=O)N2CSC3=C(C2)C=CC=C3C3=CC(=C(C(=O)O)C=C3F)N3CCOCC3)C(=CC(=C1)C=1C=NN(C1)C)Cl